4-(2-Fluoro-6-methoxyphenyl)-6-methyl-N-(5-(2,2,2-trifluoroethoxy)-1,3,4-thiadiazol-2-yl)nicotinamide methyl-[bis(2,2,2-trifluoroethoxy)phosphoryl]acetate COC(CP(=O)(OCC(F)(F)F)OCC(F)(F)F)=O.FC1=C(C(=CC=C1)OC)C1=CC(=NC=C1C(=O)NC=1SC(=NN1)OCC(F)(F)F)C